methyl-4-carboxyphenylglycine CNC(C1=CC=C(C=C1)C(=O)O)C(=O)O